CC1([C@@H](NCS1)C(=O)O)C (S)-5,5-dimethyl-4-thiazolidinecarboxylic acid